C(C)N1C(NC2=CC(=CC=C2C1=O)CN1CCN(CC1)C1=CC=C(N=N1)C(=O)NC)=O 6-(4-((3-ethyl-2,4-dioxo-1,2,3,4-tetrahydroquinazolin-7-yl)methyl)piperazin-1-yl)-N-methylpyridazine-3-carboxamide